2-(dimethylamino)-N-(7-methoxy-4-(1-methyl-3-phenyl-1H-pyrazol-4-yl)quinazolin-6-yl)acrylamide CN(C(C(=O)NC=1C=C2C(=NC=NC2=CC1OC)C=1C(=NN(C1)C)C1=CC=CC=C1)=C)C